BrC=1C=C(C=C(C1)C#C[Si](C)(C)C)S(=O)(=O)F 3-bromo-5-((trimethylsilyl)ethynyl)benzenesulfonyl fluoride